C(C)C1=NC(=NO1)C=1C=C2CC[C@H](C2=CC1)NC(OCC1COC1)=O oxetan-3-ylmethyl (R)-(5-(5-ethyl-1,2,4-oxadiazol-3-yl)-2,3-dihydro-1H-inden-1-yl)carbamate